[SH+]1SC=CC=C1.[Nb+5] niobium dithiinium